1-(4-Carbamoylbenzyl)-N2-(3-(pyrrolidin-1-yl)phenyl)-1H-indole-2,6-dicarboxamide C(N)(=O)C1=CC=C(CN2C(=CC3=CC=C(C=C23)C(=O)N)C(=O)NC2=CC(=CC=C2)N2CCCC2)C=C1